FC1=C(C=CC(=C1)F)N\N=C(\C(=O)OC)/C(CC(=O)OC)=O dimethyl (2E)-2-[(2,4-difluorophenyl)hydrazono]-3-oxo-glutarate